C(C)(=O)N1CCC(CC1)(OCC)C=1CN(C2=C(C(=NC(=C2C1)Cl)C)O)C 3-(1-Acetyl-4-ethoxypiperidin-4-yl)-5-chloro-8-hydroxy-1,7-dimethyl-1,6-naphthyridin